CC1=C(C=CC(=C1)C1=NC=NN2C1=CC(=C2)C=2C=NN(C2)C)[C@@H](C)NC(OC(C)(C)C)=O tert-butyl (R)-(1-(2-methyl-4-(6-(1-methyl-1H-pyrazol-4-yl)pyrrolo[2,1-f][1,2,4]triazin-4-yl)phenyl)ethyl)carbamate